C(C)(C)(C)C=1C=C(C=CC1)N(C(=O)C=1NC2=CC=C(C=C2C1)SCC(=O)O)C 2-((2-((3-(tert-Butyl)phenyl)(methyl)carbamoyl)-1H-indol-5-yl)thio)acetic acid